m-methoxyformanilide COC=1C=C(NC=O)C=CC1